C(C1=CC=CC=C1)OC1=NC(=CC=C1C1=CC=C(C=C1)N1CCC2(CC(OC2)CO)CC1)OCC1=CC=CC=C1 (8-(4-(2,6-bis(benzyloxy)pyridin-3-yl)phenyl)-2-oxa-8-azaspiro[4.5]decan-3-yl)methanol